NC1=NC(N(C=C1F)[C@H]1C(=C[C@H](O1)OCP(=O)(OC1=CC=CC=C1)N[C@@H](C)C(=O)OCC)F)=O ethyl (((((2R,5R)-5-(4-amino-5-fluoro-2-oxopyrimidin-1(2H)-yl)-4-fluoro-2,5-dihydrofuran-2-yl)oxy)methyl)(phenoxy)phosphoryl)-L-alaninate